CNS(=O)(=O)C N-methylmethan-sulfonamid